O=C1NC2=CC(=CC(=C2C1)C(F)(F)F)C(=O)N 2-oxo-4-(trifluoromethyl)indoline-6-carboxamide